N-butyl-1,3-dihydro-6,8-dimethoxy-4-methyl-2H-pyrrolo[3,4-c]quinoline-2-carboxamide C(CCC)NC(=O)N1CC=2C(=NC=3C(=CC(=CC3C2C1)OC)OC)C